N-(1-(4-((4-chloro-3-methoxyphenyl)amino)pyrido[3,2-d]pyrimidin-6-yl)azetidin-3-yl)acrylamide ClC1=C(C=C(C=C1)NC=1C2=C(N=CN1)C=CC(=N2)N2CC(C2)NC(C=C)=O)OC